1-(4-((4-hydroxyphenyl) diazenyl) phenoxy)-3-methoxyprop-2-yl methacrylate C(C(=C)C)(=O)OC(COC1=CC=C(C=C1)N=NC1=CC=C(C=C1)O)COC